COCCOC=1C=C2C=C(NC2=CC1)C(=O)O 5-(2-methoxyethoxy)indole-2-carboxylic acid